2-(5-fluoropyridin-2-yl)-6,6-dimethyl-3-(pyrazolo[1,5-a]pyridin-5-yl)-6,7-dihydro-5H-pyrazolo[5,1-b][1,3]oxazine FC=1C=CC(=NC1)C1=NN2C(OCC(C2)(C)C)=C1C1=CC=2N(C=C1)N=CC2